C1(CCC1)C1=CN(C2=C1C=[N+](C=C2)[O-])S(=O)(=O)C2=CC=C(C)C=C2 3-cyclobutyl-1-tosyl-1H-pyrrolo[3,2-c]pyridine 5-oxide